4-[5-(2-aminoethyl)pyrimidin-2-yl]-3-(2-methyl-6-pyrrolidin-1-ylpyridin-4-yl)oxybenzonitrile NCCC=1C=NC(=NC1)C1=C(C=C(C#N)C=C1)OC1=CC(=NC(=C1)N1CCCC1)C